OC1CCN(CC1)C=1C=CC(=NC1)NC=1C2=C(C(=NC1)C1=C(N=C3N1C=CC=C3)C)CNC2=O 7-[[5-(4-hydroxy-1-piperidyl)-2-pyridyl]amino]-4-(2-methylimidazo[1,2-a]pyridin-3-yl)-2,3-dihydropyrrolo[3,4-c]pyridin-1-one